4-(methoxymethyl)-6-oxopyrimidin COCC=1N=CNC(C1)=O